3-benzyloxy-2-bromo-propanoic acid C(C1=CC=CC=C1)OCC(C(=O)O)Br